O=C1NC(CCC1N1C(C2=CC=C(C=C2C1=O)N1CCC(CC1)CCCN1N=CC(=C1)C1=NC2=CC=CC=C2N=C1)=O)=O 2-(2,6-dioxopiperidin-3-yl)-5-(4-(3-(4-(quinoxalin-2-yl)-1H-pyrazol-1-yl)propyl)piperidin-1-yl)isoindoline-1,3-dione